Cl.ClC=1C=C(C=CC1F)C(N)C1=NC(=CC=C1)OC(F)F (3-chloro-4-fluorophenyl)(6-(difluoro-methoxy)pyridin-2-yl)methanamine hydrochloride